1-Methyl-N5,N6-di-phenyl-2-(trifluoromethyl)-imidazo[4,5-b]pyrazine-5,6-diamine CN1C(=NC=2C1=NC(=C(N2)NC2=CC=CC=C2)NC2=CC=CC=C2)C(F)(F)F